CN1C=2C=CC=CC2NC2=CC=CC=C12 N-methyl-phenazine